(5-(4-amino-2-fluorophenoxy)-2-methoxyphenyl)-1-methyl-5-oxopyrrolidine-2-carboxamide NC1=CC(=C(OC=2C=CC(=C(C2)C2(N(C(CC2)=O)C)C(=O)N)OC)C=C1)F